BrC1=C(C=C(C=O)C=C1OCOC)OCOC 4-bromo-3,5-bis(methoxymethoxy)benzaldehyde